[La].[Ce].[Li] lithium cerium lanthanum